2,4,6-tribromomethyl-1,3,5-trimethylbenzene BrCC1=C(C(=C(C(=C1C)CBr)C)CBr)C